N1CCC(CC1)NC1=NC(=NC=C1C=1C=NN(C1)CCO)NC1=CC=C2CCNCC2=C1 2-(4-(4-(piperidin-4-ylamino)-2-(1,2,3,4-tetrahydroisoquinolin-7-ylamino)pyrimidin-5-yl)-1H-pyrazol-1-yl)ethanol